C(C)OCC1(CN(CC1)CC=1N=C(SC1)C)CCC1=CC=CC=C1 4-((3-(ethoxymethyl)-3-phenethylpyrrolidin-1-yl)methyl)-2-methylthiazole